FC=1C=2C(C=NC1C1=CC=CC3=CC=CC(=C13)C#C[Si](C(C)C)(C(C)C)C(C)C)=C(SN2)N2[C@@H]1CCN([C@@H]1C2)C(=O)OC(C)(C)C tert-butyl (1R,5R)-6-(7-fluoro-6-(8-((triisopropylsilyl)ethynyl)naphthalen-1-yl)isothiazolo[4,3-c]pyridin-3-yl)-2,6-diazabicyclo[3.2.0]heptane-2-carboxylate